C(C)OC(=O)C1=NNC(C1)(C(=O)OCC)C 5-methyl-4,5-dihydropyrazole-3,5-dicarboxylic acid diethyl ester